C(C1=CC=CC=C1)OCC1=CC(=C(C=C1)NC(C1=CC(=CC=C1)B1OC(C(O1)(C)C)(C)C)=O)C N-(4-((Benzyloxy)methyl)-2-methylphenyl)-3-(4,4,5,5-tetramethyl-1,3,2-dioxaborolan-2-yl)benzamide